tert-butyl (3-(4-isopropylphenoxy)benzoyl)glycinate C(C)(C)C1=CC=C(OC=2C=C(C(=O)NCC(=O)OC(C)(C)C)C=CC2)C=C1